NC1=C2C(=NC=C1C#N)N[C@@H](C2)C (2R)-4-amino-2-methyl-2,3-dihydro-1H-pyrrolo[2,3-b]pyridine-5-carbonitrile